Methyl 3-(7-(2-oxo-2-((tetrahydro-2H-pyran-4-yl)amino)ethoxy)naphthalen-2-yl)propanoate O=C(COC1=CC=C2C=CC(=CC2=C1)CCC(=O)OC)NC1CCOCC1